3-(3-fluoro-4-methoxyphenyl)-3-(2-(3-(5,6,7,8-tetrahydro-1,8-naphthyridin-2-yl)propyl)thiazol-4-yl)propionic acid FC=1C=C(C=CC1OC)C(CC(=O)O)C=1N=C(SC1)CCCC1=NC=2NCCCC2C=C1